BrC1=C(C(=C(C=2C=CC=NC12)N)I)F 8-Bromo-7-fluoro-6-iodoquinolin-5-amine